{4-[3-(difluoromethyl)-1H-1,2,4-triazol-1-yl]-3-[(2,4-dimethoxybenzyl)sulfamoyl]Phenyl}-2-(2-fluorophenyl)acetamide FC(C1=NN(C=N1)C1=C(C=C(C=C1)C(C(=O)N)C1=C(C=CC=C1)F)S(NCC1=C(C=C(C=C1)OC)OC)(=O)=O)F